2-((4-(2,7-diazaspiro[3.5]non-2-yl)pyrimidin-5-yl)oxy)-N-(3,3-difluorocyclobutyl)-5-fluoro-N-isopropylbenzamide hydrochloride Cl.C1N(CC12CCNCC2)C2=NC=NC=C2OC2=C(C(=O)N(C(C)C)C1CC(C1)(F)F)C=C(C=C2)F